(1,2,3,5,6,7-hexahydro-s-indacen-4-yl)carbamoylbenzenesulfonimidamide C1CCC2=C(C=3CCCC3C=C12)NC(=O)C1=C(C=CC=C1)S(=O)(N)=N